FC(S(=O)(=O)[O-])(F)F.C1(=CC=CC=C1)[I+]C1=CC=CC=C1 diphenyl-iodine trifluoromethanesulfonate